N1C(=NC2=C1C=CC=C2)C2=CC=CC(=N2)C2=NC(=CC=C2)C2=NC(=CC=C2)C2=NC1=C(N2)C=CC=C1 6,6''-bis(1H-benzo[d]imidazol-2-yl)-2,2':6',2''-terpyridine